C(C1=CC=CC=C1)OC(=O)N[C@H](C(=O)OCC1=CC=CC=C1)CC1=CC=C(C=C1)OS(=O)(=O)C(F)(F)F (s)-benzyl 2-(((benzyloxy)carbonyl)amino)-3-(4-(((trifluoromethyl)sulfonyl)oxy)phenyl)propanoate